2-hexylterephthalaldehyde C(CCCCC)C1=C(C=O)C=CC(=C1)C=O